ClC1=CC=2N=C3C4=CC=CC=5C=CC=C(C(N3C2C=C1)=O)C45 6-chloro-3,10-diazapentacyclo[10.7.1.02,10.04,9.016,20]icosa-1(19),2,4(9),5,7,12,14,16(20),17-nonaen-11-on